N-ethyl-3-fluoro-2-[3-[(trans)-2-[5-(pyrrolidine-1-ylmethyl)-2-pyridyl]vinyl]-1-tetrahydropyran-2-ylindol-6-yl]sulfanylbenzamide C(C)NC(C1=C(C(=CC=C1)F)SC1=CC=C2C(=CN(C2=C1)C1OCCCC1)\C=C\C1=NC=C(C=C1)CN1CCCC1)=O